3-bromo-1-(1-hydroxy-3-methoxypropan-2-yl)pyridin-2(1H)-one BrC=1C(N(C=CC1)C(CO)COC)=O